3-(perylene-3-yl)propionic acid C1=CC(=C2C=CC=C3C4=CC=CC5=CC=CC(C1=C23)=C45)CCC(=O)O